2-ethoxy-1,3,2-dioxaphospholane 2-oxide C(C)OP1(OCCO1)=O